[OH-].NC1=NC=2C=C(C(=CC2C2=C1C=NN2C)C(=O)O)C(F)(F)F.[Li+] Lithium 4-amino-1-methyl-7-(trifluoromethyl)-1H-pyrazolo[4,3-c]quinoline-8-carboxylate hydroxide